N1CC(CC1)OC1=NC=CC=C1NCC=1C=C2N=CC=NC2=CC1 (pyrrolidin-3-yloxy)-N-(quinoxalin-6-ylmethyl)pyridin-3-amine